CC1(C=2C=CC=CC2C2(C3=CC=CC=C3C=3C=CC=CC23)C2=CC=CC=C12)C 10,10-Dimethyl-10H-spiro[anthracene-9,9'-fluorene]